tert-butyl 4-[4-methyl-1-[4-(trifluoromethyl)phenyl]pyrazol-3-yl]piperazine-1-carboxylate CC=1C(=NN(C1)C1=CC=C(C=C1)C(F)(F)F)N1CCN(CC1)C(=O)OC(C)(C)C